2-chloro-6-(1-ethoxyvinyl)-[1,2,4]triazolo[1,5-a]pyridine ClC1=NN2C(C=CC(=C2)C(=C)OCC)=N1